CC1N(CC1)C(=O)OC1CCCC1 cyclopentyl 2-methylazetidine-1-carboxylate